2-(2-(1-((tertbutyldimethylsilyl)oxy)cyclopropyl)pyridin-4-yl)-2-oxoethyl (3S,8aR)-7-(3-chloro-2-fluoro-6-(1H-tetrazol-1-yl)phenyl)-5-oxo-1,2,3,5,8,8a-hexahydroindolizine-3-carboxylate ClC=1C(=C(C(=CC1)N1N=NN=C1)C1=CC(N2[C@@H](CC[C@@H]2C1)C(=O)OCC(=O)C1=CC(=NC=C1)C1(CC1)O[Si](C)(C)C(C)(C)C)=O)F